C(#N)C=1C(=NC(=C(C1C(F)(F)F)F)F)F 3-cyano-2,5,6-trifluoro-4-trifluoromethylpyridine